1-[4-[(3S)-4-(2-amino-6-methyl-pyrimidin-4-yl)-1,4-oxazepan-3-yl]-3-chloro-phenyl]-4-methyl-piperidin-4-ol NC1=NC(=CC(=N1)N1[C@H](COCCC1)C1=C(C=C(C=C1)N1CCC(CC1)(O)C)Cl)C